C(CCCCCCC)OC(C(=C)C#N)=O octyl-2-cyanoacrylate